CC1(C(C1)C[C@@H]1C([C@]2(C[C@H]2C1)C)(C)C)COC(C)=O (1-methyl-2-(((1S,3R,5R)-1,2,2-trimethylbicyclo[3.1.0]hexan-3-yl)methyl)-cyclopropyl)methylacetate